O1CC[C@@H](C2=CC=CC=C12)NC(=O)C1=CC2=C(N=C(S2)C=2C=NC=C(C2)C(C)C)C=C1 (S)-N-(chroman-4-yl)-2-(5-isopropyl-pyridin-3-yl)benzo-[d]thiazole-6-carboxamide